C(=O)C1=CC=C(C=C1)C1=NC(=CC(=C1)C1=CC=C(C=C1)C=O)C1=CC=C(C=C1)C=O 2,4,6-tris(4-formylphenyl)pyridine